C(CCC)OC1=C(C(=O)NC=2C=CC3=C(C(=CO3)C3=CCN4CCCC4C3)C2)C=CC=C1 5-(2-butoxybenzoyl)amino-3-(1,2,3,4,5,8-hexahydroindolizin-7-yl)-benzofuran